NC=1C(=C(C=C2C=CN=CC12)C=1C=NC=C(C1C)N)F 8-amino-6-(5-amino-4-methylpyridin-3-yl)-7-fluoroisoquinolin